C(#N)C1=C(C=CC(=C1)F)N1CC2(C1)CC(C2)OC=2C=CC(=NC2C(=O)NCCC(=O)N)C=2C(=NC=CC2)OCC 3-[(5-{[2-(2-cyano-4-fluorophenyl)-2-azaspiro[3.3]heptan-6-yl]oxy}-2'-ethoxy-[2,3'-bipyridin]-6-yl)formamido]propanamide